(R)-N-(5-((1-acetylpiperidin-4-yl)oxy)-1-(1-acryloylazepan-3-yl)-7-chloro-1H-benzo[d]imidazol-2-yl)-2-(trifluoromethyl)isonicotinamide C(C)(=O)N1CCC(CC1)OC1=CC2=C(N(C(=N2)NC(C2=CC(=NC=C2)C(F)(F)F)=O)[C@H]2CN(CCCC2)C(C=C)=O)C(=C1)Cl